C(CCCCCCCCCCCCCCC(C)C)(=O)OCCCCCCCCCCCCCCCC cetyl isostearate